3-(3-aminobenzyl)-1-(tert-butyl)-1H-pyrazol-5-amine NC=1C=C(CC2=NN(C(=C2)N)C(C)(C)C)C=CC1